ClC1=C(C=CC=C1)C1=NN2C(N=C(C=C2N2CCC(CC2)(C(=O)N)C)N(C)CCO)=C1C1=CC=C(C=C1)Cl 1-[2-(2-chlorophenyl)-3-(4-chlorophenyl)-5-[2-hydroxyethyl-(methyl)amino]pyrazolo[1,5-a]pyrimidin-7-yl]-4-methyl-piperidine-4-carboxamide